C(C)C=1C=C(C=C(C1)O)O 5-Ethylbenzene-1,3-diol